IC1=CC=C2C=CC=CC2=C1 7-iodonaphthalene